4-(3,4-difluorophenyl)-N-(2-fluorophenyl)-2-oxo-3-oxazolidinecarboxamide FC=1C=C(C=CC1F)C1N(C(OC1)=O)C(=O)NC1=C(C=CC=C1)F